BrC=1C=C2C=C(N=CC2=CC1)C(=O)NCCN(C)C 6-bromo-N-(2-(dimethylamino)ethyl)isoquinoline-3-carboxamide